C12NCCC2N(C1)C=1C=C2CN(C(C2=CC1)=O)C1C(N(C(CC1)=O)COCC[Si](C)(C)C)=O (5-{2,6-Diazabicyclo[3.2.0]heptan-6-yl}-1-oxo-3H-isoindol-2-yl)-1-{[2-(trimethylsilyl)ethoxy]methyl}piperidine-2,6-dione